N-(3-acetamidophenyl)-3-iodo-1-methyl-1H-indazole-5-carboxamide C(C)(=O)NC=1C=C(C=CC1)NC(=O)C=1C=C2C(=NN(C2=CC1)C)I